CN(C1=NC(=C(C(=C1C#N)CC)C#N)SCC1=CNC(C=C1)=O)C 2-(dimethylamino)-4-ethyl-6-(((6-oxo-1,6-dihydropyridin-3-yl)methyl)thio)pyridine-3,5-dicarbonitrile